OC1(CCN)C=NC2=CC=CC=C12 3-hydroxy-tryptamine